CN1N=CC=C1COC=1C(=NC=C(C1)B1OC(C(O1)(C)C)(C)C)N 3-[(1-methyl-1H-pyrazol-5-yl)methoxy]-5-(4,4,5,5-tetramethyl-1,3,2-dioxaborolan-2-yl)pyridin-2-amine